1-(2-(1,3-dioxolan-2-yl) ethyl)-3-isopropylcyclohexyl acetate C(C)(=O)OC1(CC(CCC1)C(C)C)CCC1OCCO1